ClC=1C=C(C=C(C1)C#N)CCN1CC(C(C1)C)COC1=CC=C(C=C1)S(=O)(=O)CCN(C(C)=O)C N-[2-(4-{[1-[2-(3-chloro-5-cyanophenyl)ethyl]-4-methylpyrrolidin-3-yl]methoxy}benzenesulfonyl)ethyl]-N-methylacetamide